4-(4-Amino-2-methylphenyl)-N,N-dimethyloxane-4-carboxamide NC1=CC(=C(C=C1)C1(CCOCC1)C(=O)N(C)C)C